1-[2,5-dichloro-4-(1,1-difluoroethoxy)phenyl]-3-[(1S)-1-(2-pyrimidin-2-yl-1,2,4-triazol-3-yl)ethyl]urea ClC1=C(C=C(C(=C1)OC(C)(F)F)Cl)NC(=O)N[C@@H](C)C=1N(N=CN1)C1=NC=CC=N1